N-cyclopropylvaleramide C1(CC1)NC(CCCC)=O